C(#N)C=1C=C(C(=NC1)C(=O)NC=1C=C2C(=NNC2=CC1)C1=CC(=CC(=C1)OC)F)C 5-Cyano-N-(3-(3-fluoro-5-methoxyphenyl)-1H-indazol-5-yl)-3-methylpicolinamide